ClC1=C(C=CC2=C1C(=NCC=1N2N=C(N1)C=O)C1=C(C=CC=C1F)F)Cl 7,8-dichloro-6-(2,6-difluorophenyl)-4H-[1,2,4]triazolo[1,5-a][1,4]benzodiazepine-2-carbaldehyde